methyl (Z)-2-[3-(3-isopropylpyrazol-1-yl)-5-methyl-phenoxy]-3-methoxy-prop-2-enoate C(C)(C)C1=NN(C=C1)C=1C=C(O\C(\C(=O)OC)=C/OC)C=C(C1)C